C(C1=CC=CC=C1)OC1(CCN(CC1)C(=O)C=1C=NNC1)COC1=C2CCC(NC2=CC=C1)=O 5-((4-(benzyloxy)-1-(1H-pyrazole-4-carbonyl)piperidin-4-yl)methoxy)-3,4-dihydroquinolin-2(1H)-one